C(N)(=O)C1=CC2=C(N(C(=N2)NC(=O)C2=NC=CC=N2)C/C=C/CN2C(=NC=3C2=NC=C(C3)C(=O)N)NC(=O)C3=NC=CC=N3)C(=C1)OCCCN1CCOCC1 (E)-3-(4-(5-carbamoyl-7-(3-morpholinopropoxy)-2-(pyrimidine-2-carboxamido)-1H-benzo[d]imidazol-1-yl)but-2-en-1-yl)-2-(pyrimidine-2-carboxamido)-3H-imidazo[4,5-b]pyridine-6-carboxamide